C1(CC1)NC(=O)C=1C=CC(=C(C1)C=1C=NC(=C(C(=O)NC(C)C=2OC=CN2)C1)NC(CO)(C)C)C 5-(5-(cyclopropylcarbamoyl)-2-methylphenyl)-2-((1-hydroxy-2-methylpropan-2-yl)amino)-N-(1-(oxazol-2-yl)ethyl)nicotinamide